NCC1=CC=C(S1)NC(=O)C1=CC2=C(OCCC3=C2SC=C3)C=C1C=1C(=NC(=CC1)C(NCCC)=O)C(=O)O 3-(9-((5-(aminomethyl)thiophen-2-yl)carbamoyl)-4,5-dihydrobenzo[b]thieno[2,3-d]oxepin-8-yl)-6-(propylcarbamoyl)picolinic acid